OC1=C(C=C(C=C1C(C)(C)C)C(C)(C)C)N1N=C2C(=N1)C=CC=C2 2-(2'-hydroxy-3',5-di-tert-butylphenyl)-benzotriazole